C[C@]1(CN(C[C@H]1C(=O)OC)C(=O)OC(C)(C)C)C(=O)OC trans-1-tert-Butyl 3,4-dimethyl 3-methylpyrrolidine-1,3,4-tricarboxylate